5-(2-((4-propoxyphenyl)amino)pyridine-4-yl)-1H-indazol-3-amine C(CC)OC1=CC=C(C=C1)NC1=NC=CC(=C1)C=1C=C2C(=NNC2=CC1)N